tert-butyl (2R,3S,4S)-4-[(tert-butoxycarbonyl)oxy]-3-[(2-cyclopropylacetyl)oxy]-2-[(4-methoxyphenyl)methyl]pyrrolidine-1-carboxylate hydrofluoride F.C(C)(C)(C)OC(=O)O[C@@H]1[C@H]([C@H](N(C1)C(=O)OC(C)(C)C)CC1=CC=C(C=C1)OC)OC(CC1CC1)=O